ClC=1C(NN=CC1N1C[C@@H](CC1)OC1=NC=CC(=C1)C=1C(=NOC1C)C)=O (R)-4-chloro-5-(3-((4-(3,5-dimethylisoxazol-4-yl)pyridin-2-yl)oxy)pyrrolidin-1-yl)pyridazin-3(2H)-one